Cl.C1(CCCC1)NC1CN(C1)C(=O)C=1C=C(CC2=NNC(C3=CC=CC=C23)=O)C=CC1F 4-(3-(3-(cyclopentylamino)azetidine-1-carbonyl)-4-fluorobenzyl)phthalazin-1(2H)-one hydrochloride